Tert-butyl (2-((2,3-dihydro-1H-inden-2-yl)carbamoyl)-6-((3-hydroxyphenyl)amino)pyridin-4-yl)carbamate C1C(CC2=CC=CC=C12)NC(=O)C1=NC(=CC(=C1)NC(OC(C)(C)C)=O)NC1=CC(=CC=C1)O